(2S,4R)-4-hydroxypyrrolidine-1,2-dicarboxylic acid O1-benzyl ester O2-methyl ester COC(=O)[C@H]1N(C[C@@H](C1)O)C(=O)OCC1=CC=CC=C1